CC=1C=C2C(=NC(=NC2=CC1)C(F)(F)F)SC1=CC=C(C#N)C=C1 4-((6-methyl-2-(trifluoromethyl)quinazolin-4-yl)thio)benzonitrile